N-[3-[5-chloro-2-(difluoromethoxy)phenyl]-1-[2-[(pyridin-3-ylmethyl)amino]ethyl]-1H-pyrazol-4-yl]pyrazolo[1,5-a]pyrimidine-3-carboxamide ClC=1C=CC(=C(C1)C1=NN(C=C1NC(=O)C=1C=NN2C1N=CC=C2)CCNCC=2C=NC=CC2)OC(F)F